ClC1=C(C=C2C(=N1)CCCCCC2)C(=O)OC methyl 2-chloro-5,6,7,8,9,10-hexahydrocycloocta[b]pyridine-3-carboxylate